ClC=1C=C2C=NC(=NC2=CC1N1CC2CCC(C1)O2)NC=2C=NN(C2Cl)C2CC2 6-chloro-N-(5-chloro-1-cyclopropyl-1H-pyrazol-4-yl)-7-(8-oxa-3-azabicyclo[3.2.1]octan-3-yl)quinazolin-2-amine